O[C@H](C(=O)N1C[C@H]([C@](C1)(C)[C@@H](C)O)C=1C=CC(=C(OC2CN(C2)C=2N=CC(=NC2)C#N)C1)OC)CO 5-(3-(5-((3S,4S)-1-((S)-2,3-dihydroxypropanoyl)-4-((R)-1-hydroxyethyl)-4-methylpyrrolidin-3-yl)-2-methoxyphenoxy)azetidin-1-yl)pyrazine-2-carbonitrile